2-oxabicyclo[2.2.2]octane-4-carboxylic acid C12OCC(CC1)(CC2)C(=O)O